BrC1=CC(=C(C(=C1C(=O)NC=1C=NC=NC1)F)Cl)Cl 6-Bromo-3,4-dichloro-2-fluoro-N-(pyrimidin-5-yl)benzamide